(±)-2-(2-(7-(3-(aminomethyl)-2-chlorophenyl)benzofuran-5-yl)-4-methyl-3,4-dihydro-2H-Benzo[b][1,4]oxazin-8-yl)ethyl acetate C(C)(=O)OCCC1=CC=CC2=C1O[C@@H](CN2C)C=2C=C(C1=C(C=CO1)C2)C2=C(C(=CC=C2)CN)Cl |r|